C[C@H]1CC[C@@H]2[C@H]([C@H]3[C@@H](N2C1)C[C@@H]4[C@@]3(CC[C@H]5[C@H]4CC=C6[C@@]5(CC[C@@H](C6)O)C)C)C solanidin